(S)-5,6-dichloro-1'-((R)-pyrrolidine-3-carbonyl)spiro[indoline-3,3'-pyrrolidin]-2-one ClC=1C=C2C(=CC1Cl)NC([C@]21CN(CC1)C(=O)[C@H]1CNCC1)=O